N-(trans-4-(2-((R)-4-(2,3-dichlorophenyl)-3-methylpiperazin-1-yl)ethyl)cyclohexyl)pyrrolidine-1-carboxamide methyl-3-fluoro-4-(4-(hydroxymethyl)piperidin-1-yl)benzoate COC(C1=CC(=C(C=C1)N1CCC(CC1)CO)F)=O.ClC1=C(C=CC=C1Cl)N1[C@@H](CN(CC1)CC[C@@H]1CC[C@H](CC1)NC(=O)N1CCCC1)C